ClC=1C(=C(C=CC1F)[C@@H](NC(=O)N1[C@@H](C(NCC1)=O)C)[C@@H]1C[C@H](C1)C(F)F)F (2R)-N-((S)-(3-chloro-2,4-difluorophenyl)(trans-3-(difluoromethyl)cyclobutyl)-methyl)-2-methyl-3-oxopiperazine-1-carboxamide